C(C)OC(=O)C=1N=CSC1CCCOC1=C(C=CC=C1)F 5-[3-(2-fluorophenoxy)propyl]-1,3-thiazole-4-carboxylic acid ethyl ester